COC(C1=CC(=C(C(=C1)SCC1=CC=C(C=C1)OC)O)F)=O 3-fluoro-4-hydroxy-5-((4-methoxybenzyl)thio)benzoic acid methyl ester